C(C)(C)(C)OC(=O)N1CC(C1)N1CCN(CC1)C1=CC=C(C=C1)NC1=NC=C2N=C(N(C2=N1)C1CCCC1)NC1=CC=CC=C1 3-(4-(4-((9-Cyclopentyl-8-(phenylamino)-9H-purin-2-yl)amino)phenyl)piperazin-1-yl)azetidine-1-carboxylic acid tert-butyl ester